C(C=C)(=O)N1CCN(CC1)C1=CC=C(C=C1)C=1C=C(C=2N(C1)N=CC2C#N)OC 6-(4-(4-acryloylpiperazin-1-yl)phenyl)-4-methoxypyrazolo[1,5-a]pyridine-3-carbonitrile